OC[C@H]1CN(CCO1)C(=O)OC(C)(C)C tert-butyl 2-(R)-hydroxymethylmorpholine-N-carboxylate